methyl 6-(8-amino-1-(16-((6-(methoxycarbonyl)pyridin-2-yl)methyl)-1,4,10,13-tetraoxa-7,16-diazacyclooctadecan-7-yl)octyl)picolinate NCCCCCCCC(N1CCOCCOCCN(CCOCCOCC1)CC1=NC(=CC=C1)C(=O)OC)C1=CC=CC(=N1)C(=O)OC